N-methoxy-3-(phenylethynyl)-2-naphthamide CONC(=O)C1=CC2=CC=CC=C2C=C1C#CC1=CC=CC=C1